(2S,5'R)-7-chloro-6-[5-[(1R)-1-hydroxyethyl]-1,3,4-oxadiazol-2-yl]-3',4-dimethoxy-5'-methyl-spiro[benzofuran-2,4'-cyclohex-2-ene] ClC1=C(C=C(C=2C[C@]3(C(=CCC[C@H]3C)OC)OC21)OC)C=2OC(=NN2)[C@@H](C)O